ClC1=CC=C(S1)CNC1=CC(=NN1)C1CN(CC1)C(CN1CCOCC1)=O 1-[3-(5-{[(5-chlorothiophen-2-yl)methyl]amino}-1H-pyrazol-3-yl)pyrrolidin-1-yl]-2-(morpholin-4-yl)ethan-1-one